4-methyl-2,6-dihydroxymethylphenyl glycidyl ether C(C1CO1)OC1=C(C=C(C=C1CO)C)CO